8-(5-((9-(3,3-Dimethylbutyl)-2,9-diazaspiro[5.5]undecan-2-yl)sulfonyl)pyridin-2-yl)-2-oxa-8-azaspiro[4.5]decane CC(CCN1CCC2(CCCN(C2)S(=O)(=O)C=2C=CC(=NC2)N2CCC3(CCOC3)CC2)CC1)(C)C